C1(CC1)S(=O)(=O)N1N=CC(=C1)C1=NC=CC(=N1)NC1=CC(=C(C=N1)C1=NC=C(C=C1)N1CCOCC1)NC1CCC(CC1)F N6'-(2-(1-(Cyclopropylsulfonyl)-1H-pyrazol-4-yl)pyrimidin-4-yl)-N4'-((1s,4s)-4-fluorocyclohexyl)-5-morpholino-[2,3'-bipyridine]-4',6'-diamine